4-cyclopropyl-N-((S)-1-(4,4-difluorocyclohexyl)-2-oxo-2-((4-(((3S,5S)-2-oxo-5-(trifluoromethyl)pyrrolidin-3-yl)methyl)pyridin-2-yl)amino)ethyl)-1,2,5-oxadiazole-3-carboxamide C1(CC1)C=1C(=NON1)C(=O)N[C@H](C(NC1=NC=CC(=C1)C[C@@H]1C(N[C@@H](C1)C(F)(F)F)=O)=O)C1CCC(CC1)(F)F